N1(N=NC2=C1C=CC=C2)C(CC)=O 1-(1H-benzo[d][1,2,3]triazol-1-yl)propan-1-one